methylene-N-hydroxybenzamide C=C1C(C(=O)NO)C=CC=C1